BrC=1C=CC(=NC1)C([C@@](C[N+](=O)[O-])(O)C1=C(C=C(C=C1)F)F)(F)F (R)-1-(5-bromopyridine-2-yl)-2-(2,4-difluorophenyl)-1,1-difluoro-3-nitropropan-2-ol